4-chloro-2-(chloromethyl)pyridine 1-oxide ClC1=CC(=[N+](C=C1)[O-])CCl